tert-butyl 5-[3-[[(4S)-1-[(3-aminophenyl)methylsulfonyl]-2,2-dimethyl-4-piperidyl]amino]phenyl]-3-(2-tert-butoxy-2-oxo-ethoxy)-4-chloro-thiophene-2-carboxylate NC=1C=C(C=CC1)CS(=O)(=O)N1C(C[C@H](CC1)NC=1C=C(C=CC1)C1=C(C(=C(S1)C(=O)OC(C)(C)C)OCC(=O)OC(C)(C)C)Cl)(C)C